N-(4-(4-amino-1-(6-(3-formylazetidin-1-yl)pyridin-3-yl)-1H-pyrazolo[3,4-d]pyrimidin-3-yl)benzyl)-5-fluoro-2-methoxybenzamide NC1=C2C(=NC=N1)N(N=C2C2=CC=C(CNC(C1=C(C=CC(=C1)F)OC)=O)C=C2)C=2C=NC(=CC2)N2CC(C2)C=O